ClC=1C=C2C3(C(N(CC2=CC1)CC)=O)CC(C3)O 6'-chloro-2'-ethyl-3-hydroxy-1',2'-dihydro-3'H-spiro[cyclobutane-1,4'-isoquinoline]-3'-one